(R)-1-acetyl-4-(3-(cyclopropylmethoxy)-4-(difluoromethoxy)phenyl)-N-(1-oxoisoindol-5-yl)piperazine-2-carboxamide C(C)(=O)N1[C@H](CN(CC1)C1=CC(=C(C=C1)OC(F)F)OCC1CC1)C(=O)NC=1C=C2C=NC(C2=CC1)=O